NC1=C(C(=O)NC=2SC(=C(N2)Br)[N+](=O)[O-])C=CC=C1 2-amino-N-(4-bromo-5-nitrothiazol-2-yl)benzamide